FC(S(=O)(=O)NCC=1C=NC=C(C1)C=1C=C2CCC(N(C2=CC1)C)=O)(F)F C,C,C-Trifluoro-N-[5-(1-methyl-2-oxo-1,2,3,4-tetrahydro-quinolin-6-yl)-pyridin-3-ylmethyl]-methanesulfonamide